CC1(OC2=CC=CC=C2[C@H](C1)NC(=O)[C@H]1[C@@H](C1)[C@@H](CCOC)N1C(NC(CC1=O)(CC)CC)=NC(OC(C)(C)C)=O)C tert-butyl (1-((R)-1-((1R,2R)-2-(((S)-2,2-dimethylchroman-4-yl)carbamoyl)cyclopropyl)-3-methoxypropyl)-4,4-diethyl-6-oxotetrahydropyrimidin-2(1H)-ylidene)carbamate